3-Isopropyl-5-((1-methylpiperidin-4-yl)oxy)-2-(2-methylpyridin-4-yl)-1H-indol C(C)(C)C1=C(NC2=CC=C(C=C12)OC1CCN(CC1)C)C1=CC(=NC=C1)C